(S)-N-[(6R)-1'-[5-[5-chloro-3-(2-methoxyethyl)-4-oxo-quinazolin-6-yl]sulfanylpyrazine-2-yl]spiro[4,6-dihydrocyclopenta[d]thiazole-5,4'-piperidin]-6-yl]-2-methyl-propane-2-sulfinamide ClC1=C2C(N(C=NC2=CC=C1SC=1N=CC(=NC1)N1CCC2(CC1)[C@H](C1=C(N=CS1)C2)N[S@@](=O)C(C)(C)C)CCOC)=O